5-(4-((3-ethyl-8-fluoro-2-oxo-1,2,3,4-tetrahydroquinazolin-7-yl)methyl)piperazin-1-yl)-N,6-dimethylpicolinamide C(C)N1C(NC2=C(C(=CC=C2C1)CN1CCN(CC1)C=1C=CC(=NC1C)C(=O)NC)F)=O